BrC1=CC=C(C=C1)CC(C)=O 1-(4'-bromophenyl)propan-2-one